C1(CC1)[S@](=O)(=N)C=1C=NC(=CC1)NN (R)-cyclopropyl(6-hydrazineylpyridin-3-yl)(imino)-λ6-sulfanone